COC1=C(CNC2=CC(=NC(=N2)[C@@H](C)F)NC2=NC=C(C(=O)NC)C(=C2)NC(C)C)C=CC(=C1)OC (R)-6-((6-((2,4-dimethoxybenzyl)amino)-2-(1-fluoroethyl)pyrimidin-4-yl)amino)-4-(isopropylamino)-N-methylnicotinamide